tert-butyl 6-[(2-methoxy-2-oxoethyl)amino]-3,4-dihydro-1H-isoquinoline-2-carboxylate COC(CNC=1C=C2CCN(CC2=CC1)C(=O)OC(C)(C)C)=O